C1(=CC=CC=C1)N1CN2S(C3=C(C2C1)C=CC=C3)(=O)=O 2-phenyl-1,2,3,9b-tetrahydrobenzo[d]imidazo[1,5-b]isothiazol-5,5-dioxide